N[C@@H]1CN(CC1)C1=C(C=NC=C1C1=NC2=C(N1C)C(=CC=C2)Cl)C=2C=C(C#N)C=C(C2)F 3-{4-[(3S)-3-aminopyrrolidin-1-yl]-5-(7-chloro-1-methyl-1H-1,3-benzodiazol-2-yl)pyridin-3-yl}-5-fluorobenzonitrile